C(C)(=O)N1C[C@@H]([C@@H](C1)NC=1N=CC2=CC(=NC(=C2C1)NC1COC1)C1=C(C(=CC(=C1Cl)OC)OC)Cl)NC(C=C)=O N-((3S,4R)-1-acetyl-4-((7-(2,6-dichloro-3,5-dimethoxyphenyl)-5-(oxetan-3-ylamino)-2,6-naphthyridin-3-yl)amino)pyrrolidin-3-yl)acrylamide